C1(CCC(N1OC([C@@H](NC(=O)OCC1=CC=CC=C1)CCCCNC(=O)OC(C)(C)C)=O)=O)=O Nα-Cbz-Nε-Boc-L-Lysine succinimidyl ester